C(C)(C)(C)N1CCC(CC1)N1C2=C(N(C(C1=O)=O)C)C=C(C=N2)C Tert-Butyl-4-(1,7-dimethyl-2,3-dioxo-2,3-dihydropyrido[2,3-b]pyrazin-4(1H)-yl)piperidin